trans-methyl-diphenyl-pentene tert-butyl-(4-azido-2-(prop-2-yn-1-ylcarbamoyl)phenyl)carbamate C(C)(C)(C)N(C(O)=O)C1=C(C=C(C=C1)N=[N+]=[N-])C(NCC#C)=O.CC(=C(C1=CC=CC=C1)C1=CC=CC=C1)CCC